5-[4-Amino-5-(trifluoromethyl)pyrrolo[2,1-f][1,2,4]triazin-7-yl]-N-[(3R,4S)-4-fluoro-1-(4-fluoro-2,3-dihydro-1H-inden-1-yl)pyrrolidin-3-yl]-2-methoxypyridin-3-carboxamid NC1=NC=NN2C1=C(C=C2C=2C=C(C(=NC2)OC)C(=O)N[C@@H]2CN(C[C@@H]2F)C2CCC1=C(C=CC=C21)F)C(F)(F)F